C1(=CC=CC=C1)CC(=S)SC(C(=O)O)CC(=O)O 2-[(2-phenylethanothioyl)mercapto]succinic acid